1-((1-(cyanomethyl)cyclopropyl)methyl)-1H-benzo[d]imidazole-6-carboxylate C(#N)CC1(CC1)CN1C=NC2=C1C=C(C=C2)C(=O)[O-]